3-(3-(but-3-yn-1-yl)-3H-diazirin-3-yl)-1-(4-(((3-methylquinoxalin-2-yl)oxy)methyl)piperidin-1-yl)propan-1-one C(CC#C)C1(N=N1)CCC(=O)N1CCC(CC1)COC1=NC2=CC=CC=C2N=C1C